BrC1=NC=CC(=C1)C1=NOC(=C1)C1(C(N(CC1)C)=O)O 3-(3-(2-Bromopyridin-4-yl)isoxazol-5-yl)-3-hydroxy-1-methylpyrrolidin-2-one